N1N=C(C2=CC=CC=C12)C1=NC2=C(CNCC2)N1 2-(1H-indazol-3-yl)-4,5,6,7-tetrahydro-3H-imidazo[4,5-c]Pyridine